1-phenyldiethoxysilyl-6-triethoxysilylhexane C1(=CC=CC=C1)[Si](CCCCCC[Si](OCC)(OCC)OCC)(OCC)OCC